N1=CC=C(C=C1)C=1C=C2C=CN(C2=C(C1)C(=O)NCC1=CC=C(C(=O)O)C=C1)CC1=CC=C(C=C1)C(F)(F)F 4-((5-(pyridin-4-yl)-1-(4-(trifluoromethyl)benzyl)-1H-indole-7-carboxamido)methyl)benzoic acid